C(C)(C)(C)OC(=O)N[C@@H](C(C)(C)C)C(=O)N1[C@@H](C[C@H](C1)O)C(=O)O N-(tert-butoxycarbonyl)-3-methyl-L-valyl-(4R)-4-hydroxy-L-proline